3,5-bis(3,4,5-trihydroxybenzoyloxy)cyclohexane OC=1C=C(C(=O)OC2CCCC(C2)OC(C2=CC(=C(C(=C2)O)O)O)=O)C=C(C1O)O